C(CCC)N1C(N(C(C=2C1=NSC2C#N)=O)C2CCC1(CC(C1)N1C(N(C(C1(C)C)=O)COCC[Si](C)(C)C)=O)CC2)=O 7-Butyl-5-(2-(5,5-dimethyl-2,4-dioxo-3-((2-(trimethylsilyl)ethoxy)methyl)imidazolidin-1-yl)spiro[3.5]nonan-7-yl)-4,6-dioxo-4,5,6,7-tetrahydroisothiazolo[3,4-d]pyrimidine-3-carbonitrile